NC1=NC=C(C2=C1C=NN2)NC(C(=O)N(CC2=NC=C(C=C2)C(F)(F)F)C2CCC(C1=CC=CC=C21)C)=O N1-(4-amino-1H-pyrazolo[4,3-c]pyridin-7-yl)-N2-(4-methyl-1,2,3,4-tetrahydronaphthalen-1-yl)-N2-((5-(trifluoromethyl)pyridin-2-yl)methyl)oxalamide